C(C)(=O)[O-].[Fe+2].C(C)(=O)[O-].[Fe] Iron acetate Iron (II) acetate